(E)-Undec-9-ennitril C(CCCCCCC\C=C\C)#N